NC1=C(C=2C(=NC(=C(N2)C)C)N1C1=C(C(=CC=C1C)O)C)C(=O)N1CC=2N(CC1)N=C(C2)C (6-amino-5-(3-hydroxy-2,6-dimethylphenyl)-2,3-dimethyl-5H-pyrrolo[2,3-b]pyrazin-7-yl)(2-methyl-6,7-dihydropyrazolo[1,5-a]pyrazin-5(4H)-yl)methanone